3-mercaptopropyl-trimethyl-silane SCCC[Si](C)(C)C